COP(=S)(SC(C(=O)OCC)CC(=O)OCC)OC diethyl (dimethoxyphosphinothioylthio)succinate